7-fluorobenzo[b]thiophen FC1=CC=CC2=C1SC=C2